C(C)OCCOCCOCCOCCOCCOCC Pentaethylene glycol diethyl ether